4,4-difluoro-3-(trifluoromethyl)piperidine hydrochloride Cl.FC1(C(CNCC1)C(F)(F)F)F